N1C=NC=C1CCNC(C(C(=O)O)(C)C)=O 3-((2-(1H-imidazol-5-yl)ethyl)amino)-2,2-dimethyl-3-oxopropanoic acid